C(C)C(N)(CC)CC TRIETHYLMETHYLAMINE